O=C1[C@H](CCCC[C@@H]2N1[C@@H](CC2)C(=O)N2C1(CC1)C[C@H](C2)C2=CC(NC=C2)=O)NC(=O)C2=CC=C1C=CC(=CC1=C2)CP(O)(O)=O ((7-(((3S,6S,10aS)-5-oxo-3-((S)-6-(2-oxo-1,2-dihydropyridin-4-yl)-4-azaspiro[2.4]heptane-4-carbonyl)decahydropyrrolo[1,2-a]azocin-6-yl)carbamoyl)naphthalen-2-yl)methyl)phosphonic acid